3-(3-(4-(tert-butyl)oxazol-2-yl)cyclopentyl)-3-oxopropanenitrile C(C)(C)(C)C=1N=C(OC1)C1CC(CC1)C(CC#N)=O